The molecule is a (2R)-2-methylacyl-CoA that results from the formal condensation of the thiol group of coenzyme A with the carboxy group of (2R)-2-methyltetradecanoic acid. It is a (2R)-2-methylacyl-CoA and a long-chain fatty acyl-CoA. It is a conjugate acid of a (2R)-2-methyltetradecanoyl-CoA(4-). CCCCCCCCCCCC[C@@H](C)C(=O)SCCNC(=O)CCNC(=O)[C@@H](C(C)(C)COP(=O)(O)OP(=O)(O)OC[C@@H]1[C@H]([C@H]([C@@H](O1)N2C=NC3=C(N=CN=C32)N)O)OP(=O)(O)O)O